C1(=CC=CC=C1)[C@@H]1[C@H](NCC1)C(=O)O (2S,3R)-3-phenylpyrrolidine-2-carboxylic acid